1-(2-((6-(tert-butylsulfonyl)imidazo[1,2-a]pyridin-7-yl)oxy)ethyl)azetidin C(C)(C)(C)S(=O)(=O)C=1C(=CC=2N(C1)C=CN2)OCCN2CCC2